NC1C(CCC1)NCCCO N-(2-aminocyclopentyl)-3-aminopropanol